Cl.NC(C(=O)N1CCN(CC1)C(=O)NC1=NC(N(C=C1)C1=CC=C(C=C1)CCN1CC[C@H]([C@@H](CC1)C)N)=O)(C)C 4-(2-Amino-2-methylpropanoyl)-N-(1-(4-(2-(trans-4-amino-5-methylazepan-1-yl)ethyl)phenyl)-2-oxo-1,2-dihydropyrimidin-4-yl)piperazine-1-carboxamide hydrochloride salt